4-(cyclohexylamino)-N-methyl-3-(2-(1-(pyridin-3-yl)piperidin-4-yl)-2H-tetrazol-5-yl)benzenesulfonamide C1(CCCCC1)NC1=C(C=C(C=C1)S(=O)(=O)NC)C=1N=NN(N1)C1CCN(CC1)C=1C=NC=CC1